N(=C=O)C(CC1=CC(=CC=C1)CC(C)N=C=O)C 1,3-di(2-isocyanatopropyl)benzene